3-(1-methyl-1H-indazol-4-yl)-1-((tetrahydro-2H-pyran-4-yl)methyl)-1H-pyrrole-2,5-dione CN1N=CC2=C(C=CC=C12)C=1C(N(C(C1)=O)CC1CCOCC1)=O